BrC=1C=C2C(=NN(C2=C(C1)F)C1CC1)C(=O)OC methyl 5-bromo-1-cyclopropyl-7-fluoro-1H-indazole-3-carboxylate